(1r,2'S,4S)-4-(3-chloroanilino)-2'-[(2R)-3-{[(5S,8S)-5-ethyl-8-fluoro-5,6,7,8-tetrahydroquinolin-4-yl]oxy}-2-methylpropyl]-2',3'-dihydrospiro[cyclohexane-1,1'-indene]-4-carboxylic acid ClC=1C=C(NC2(CCC3([C@H](CC4=CC=CC=C34)C[C@H](COC3=CC=NC=4[C@H](CC[C@@H](C34)CC)F)C)CC2)C(=O)O)C=CC1